2-fluoro-6-((phenylimino)methyl)-4-((4-(pyrrolidin-1-yl)phenyl)ethynyl)phenol FC1=C(C(=CC(=C1)C#CC1=CC=C(C=C1)N1CCCC1)C=NC1=CC=CC=C1)O